methyl 2-(6-hydroxy-1-oxo-3,4-dihydroisoquinolin-2-yl)acetate OC=1C=C2CCN(C(C2=CC1)=O)CC(=O)OC